methyl 2-(6-(3-(1H-indol-6-yl) ureido)-2,3-dihydro-4H-benzo[b][1,4]oxazin-4-yl)-2-phenylacetate N1C=CC2=CC=C(C=C12)NC(NC1=CC2=C(OCCN2C(C(=O)OC)C2=CC=CC=C2)C=C1)=O